FCC1=C(C=CC=C1)S(=NS(=O)(=O)C1=CC=C(C=C1)C)[O-] N-[(fluoromethyl)oxidophenyl-λ4-sulfanylidene]-4-methylbenzenesulfonamide